Cl.FC=1C=C(C(=NC1)OC)CC(C)N ((5-fluoro-2-methoxypyridin-3-yl)methyl)ethane-1-amine hydrochloride